tert-butyl (1-(3-bromophenyl)ethyl)carbamate BrC=1C=C(C=CC1)C(C)NC(OC(C)(C)C)=O